2-Methylethylene carbonate C1(OCC(C)O1)=O